C(CCC)OC1=CC=C(OCC2=CC=3C(C4=CC=CC=C4C(C3C=C2)=O)=O)C=C1 2-(4'-butoxyphenoxymethyl)-9,10-anthraquinone